urethane dimethacrylate C(C(=C)C)(=O)O.C(C(=C)C)(=O)O.NC(=O)OCC